adenylyl-sulphate C1=NC(=C2C(=N1)N(C=N2)[C@H]3[C@@H]([C@@H]([C@H](O3)COP(=O)(O)OS(=O)(=O)O)O)O)N